C(CCC)[SnH](O[SnH2]OC(C)=O)OC(C)=O n-butyl-1,3-diacetoxy-distannoxane